FC1=C(SC(=C1)C(C)(C)O)[S@@](=O)(N)=NC(NC=1C(=NC=C(C1C(C)C)F)C(C)C)=O |o1:10| (R) or (S)-3-fluoro-N'-((5-fluoro-2,4-diisopropylpyridin-3-yl)carbamoyl)-5-(2-hydroxypropan-2-yl)thiophene-2-sulfonimidamide